C(=C)C1=CC=CC=C1 para-vinyl-benzene